3-Bromothiazol BrN1CSC=C1